2-(3-(benzyloxy)phenyl)-7-((2-hydroxyethyl)sulfonyl)-N',2,6,6-tetramethylheptanehydrazide C(C1=CC=CC=C1)OC=1C=C(C=CC1)C(C(=O)NNC)(CCCC(CS(=O)(=O)CCO)(C)C)C